CC1=CC(=CC=2NC(=NC21)C2=CC(=CN2)C(=O)C2=C(C=CC=C2)C(F)(F)F)N2C[C@H](OCC2)C (R)-(5-(4-methyl-6-(2-methylmorpholino)-1H-benzo[d]imidazol-2-yl)-1H-pyrrol-3-yl)(2-(trifluoromethyl)phenyl)methanone